(1-methylethylidene)bis(4,1-phenyleneoxy-3,1-propanediyl)bismethacrylate CC(C)(C1=CC=C(C=C1)OCCCC=C(C(=O)[O-])C)C1=CC=C(C=C1)OCCCC=C(C(=O)[O-])C